C1(=CC(=CC=C1)SSC1=CC=CC=C1)C phenyl (3-tolyl) disulfide